FC(C(=O)OC(C(F)(F)F)(C(F)(F)F)C(F)(F)F)(F)F perfluoro-tert-butyl trifluoroacetate